1-(3-cyano-1-isopropyl-indole-5-yl)pyrazole C(#N)C1=CN(C2=CC=C(C=C12)N1N=CC=C1)C(C)C